N-[(1R,2R)-2-fluorocyclohexyl]-4-(1,7-diaza-7-spiro[4.4]nonyl)-5-(3,5-difluorophenyl)nicotinamide F[C@H]1[C@@H](CCCC1)NC(C1=CN=CC(=C1N1CC2(CCCN2)CC1)C1=CC(=CC(=C1)F)F)=O